CN1CCC[C@H]1C2=CN=CC=C2 (-)-1-methyl-2-(3-pyridyl)pyrrolidine